FC1=CC2=C(N(C(NC2=O)=O)C=2C(=NC=CC2C)C(C)C)N=C1C1=C(C=CC=C1)F 6-fluoro-7-(2-fluorophenyl)-1-(2-isopropyl-4-methylpyridin-3-yl)pyrido[2,3-d]pyrimidine-2,4(1H,3H)-dione